(R)-5-Chloro-6-fluoro-2,3-dihydro-1H-inden-2-amine ClC=1C=C2C[C@@H](CC2=CC1F)N